2,6-di-tert-butyl-2,5-cyclohexadiene-1-one C(C)(C)(C)C=1C(C(=CCC1)C(C)(C)C)=O